(E)-N-Acryloyl-N-(5-cyano-4-(2-(4,4-difluorocyclohexyl)vinyl)pyridin-2-yl)acrylamide tert-butyl-2-chloro-5H,6H,7H,8H-pyrido[3,4-d]pyrimidine-7-carboxylate C(C)(C)(C)OC(=O)N1CC=2N=C(N=CC2CC1)Cl.C(C=C)(=O)N(C(C=C)=O)C1=NC=C(C(=C1)\C=C\C1CCC(CC1)(F)F)C#N